NC=1N(C(C=2C=C(C(=NC2C1C(=O)OCC)O)C)=O)C1=C(C(=CC=C1C)OCOC)C ethyl 7-amino-2-hydroxy-6-(3-(methoxymethoxy)-2,6-dimethylphenyl)-3-methyl-5-oxo-5,6-dihydro-1,6-naphthyridine-8-carboxylate